5-Chloro-N4-(2-methylphosphorylphenyl)-N2-(2-methylisoindolin-5-yl)pyrimidine-2,4-diamine ClC=1C(=NC(=NC1)NC=1C=C2CN(CC2=CC1)C)NC1C(C=CC=C1)=P(=O)C